BrC=1C(=CC=C2C(=CCOC12)C=1N=CNC1)C 4-(8-bromo-7-methyl-2H-chromen-4-yl)-1H-imidazole